ClCCN1C(=NC2=C(C1=O)C=NN2C2=CC=C(C=C2)F)C=2C(=NC=CC2)Cl 5-(2-chloroethyl)-6-(2-chloropyridin-3-yl)-1-(4-fluorophenyl)-1,5-dihydro-4H-pyrazolo[3,4-d]pyrimidin-4-one